(3s,4r)-4-({7-bromo-5-fluoropyrrolo[2,1-f][1,2,4]triazin-2-yl}amino)oxan-3-ol tert-butyl-(3R)-3-(aminomethyl)pyrrolidine-1-carboxylate C(C)(C)(C)C1N(CC[C@@H]1CN)C(=O)O[C@@H]1COCC[C@H]1NC1=NN2C(C=N1)=C(C=C2Br)F